6-nitro-4-phenyl-2H-benzo[b][1,4]oxazin-3(4H)-one [N+](=O)([O-])C1=CC2=C(OCC(N2C2=CC=CC=C2)=O)C=C1